(4-(3,4-difluorophenyl)piperidin-4-yl)-6-isopropoxypyridine-3-sulfonamide FC=1C=C(C=CC1F)C1(CCNCC1)C1=NC(=CC=C1S(=O)(=O)N)OC(C)C